FC1=CC=C(C=C1)C1=CC=C(S1)CC(=O)NCCN1CCOCC1 2-(5-(4-Fluorophenyl)thiophen-2-yl)-N-(2-morpholinoethyl)acetamid